C(C)C1=C(C=NC=C1F)C1C2=C(NC(=C1C(=O)OC)CF)COC2=O methyl 4-(4-ethyl-5-fluoropyridin-3-yl)-2-(fluoromethyl)-5-oxo-1,4,5,7-tetrahydrofurano[3,4-b]pyridine-3-carboxylate